N-(2-methylpyrimidin-5-yl)-6-(oxetan-3-ylmethoxy)isoquinolin-1-amine CC1=NC=C(C=N1)NC1=NC=CC2=CC(=CC=C12)OCC1COC1